tert-butyl (7R)-7-methyl-1,4-dioxa-8-azaspiro[4.5]decane-8-carboxylate C[C@@H]1CC2(OCCO2)CCN1C(=O)OC(C)(C)C